1-oxo-3,6,9,12-tetraoxapentadecane-15-oic acid methyl ester COC(CCOCCOCCOCCOCC=O)=O